COC1=C(C=C(C=C1)C1=CC=C2C=NN(C2=C1)C)NC(C=C)=O N-[2-methoxy-5-(1-methyl-1H-indazol-6-yl)phenyl]prop-2-enamide